4,4'-Bi-1,3-benzodioxole-5,5'-diylbis(dl-2,4-di(t-butyl)-3-methoxy-phenylphosphane) O1C(OC2=C1C=CC(=C2)C2(C(C(=C(C=C2)P)C(C)(C)C)OC)C(C)(C)C)=C2OC1=C(O2)C=CC(=C1)C1(C(C(=C(C=C1)P)C(C)(C)C)OC)C(C)(C)C